FC=1C=CC(=NC1C1=N[C@H](C=2N(C3=C1C(=C(C=C3)C(F)(F)F)Cl)C(=NN2)C)C)O 5-fluoro-6-[(4S)-7-chloro-1,4-dimethyl-8-(trifluoromethyl)-4H-[1,2,4]triazolo[4,3-a][1,4]benzodiazepin-6-yl]pyridin-2-ol